ClC=1N=C(SC1NC(C[C@H](C(=O)N[C@H]1C2=C(CN3N(C1=O)CCC3)C=CC=C2)C)=O)C=2C=NC(=CC2)C(F)(F)F (R)-N4-(4-Chloro-2-(6-(trifluoromethyl)pyridin-3-yl)thiazol-5-yl)-2-methyl-N1-((S)-11-oxo-2,3,10,11-tetrahydro-1H,5H-benzo[d]pyrazolo[1,2-a][1,2]diazepin-10-yl)succinamid